3-fluoro-5-[(7-trifluoromethanesulfonyl-1H-indazol-4-yl)oxy]benzonitrile FC=1C=C(C#N)C=C(C1)OC1=C2C=NNC2=C(C=C1)S(=O)(=O)C(F)(F)F